(R)-3-methyl-N-(2-(1-methylpiperidin-2-yl)-1H-pyrrolo[3,2-c]pyridin-6-yl)-4-oxo-3,4-dihydroquinazoline-7-carboxamide CN1C=NC2=CC(=CC=C2C1=O)C(=O)NC1=CC2=C(C=N1)C=C(N2)[C@@H]2N(CCCC2)C